C(CCCCCCCCCCC)[N+](C)(C)[O-] lauryl-dimethyl-amine N-oxide